N-(4-fluoro-3-methylphenyl)-2,3,6-trimethyl-7-methylene-4-oxo-4,5,6,7-tetrahydro-2H-pyrrolo[3,4-c]pyridine-1-carboxamide FC1=C(C=C(C=C1)NC(=O)C=1N(C(=C2C(NC(C(C21)=C)C)=O)C)C)C